N-(3,3-dimethylbutyl)propane-1,3-diamine CC(CCNCCCN)(C)C